15-(oleoyloxy)pentadecanoic acid C(CCCCCCC\C=C/CCCCCCCC)(=O)OCCCCCCCCCCCCCCC(=O)O